C(C)(C)(C)OC(=O)N1CC(C1)COC1=CC=C(C=C1)C(NC=1C=C2CN(C(C2=CC1)=O)C1C(NC(CC1)=O)=O)=O 3-((4-((2-(2,6-dioxopiperidin-3-yl)-1-oxoisoindolin-5-yl)carbamoyl)phenoxy)methyl)azetidine-1-carboxylic acid tert-butyl ester